2-isopropyl-5-carboxyl-1,3-dioxane C(C)(C)C1OCC(CO1)C(=O)O